ClC=1C=C2C=CN(C2=CC1)C 5-chloro-1-methyl-1H-indole